CC1CN(CCN1)CC1=CC=C(C=C1)C=1C=CC=2N(N1)C(=CC2Cl)C(=O)N 2-[4-(3-methyl-piperazin-1-yl)methylphenyl]-5-chloro-pyrrolo[1,2-b]pyridazine-7-carboxamide